OC1=C(C(=CC(=C1)C)C)C1=CC=C2C=CC(=NC2=N1)C[C@H]1N(CCOC1)C(=O)OC(C)(C)C |o1:20| tert-butyl rel-(3R)-3-[[7-(2-hydroxy-4,6-dimethyl-phenyl)-1,8-naphthyridin-2-yl]methyl]morpholine-4-carboxylate